NN(C1=NC2=CC(=CC=C2C=C1)/C=C/C(C(CC(C(=O)N[C@H](C(=O)N1N[C@@H](CCC1)C(=O)O)C)C1CCCC1)=O)(C)C)C (3S)-1-[(2s)-2-[[(E)-7-[2-[Amino(methyl)amino]-7-quinolyl]-2-cyclopentyl-5,5-dimethyl-4-oxo-hept-6-enoyl]amino]propanoyl]hexahydropyridazine-3-carboxylic acid